OC1CCN(CC1)CC(=O)OCC ethyl (4-hydroxypiperidin-1-yl)acetate